1,7-dihydro-4H-pyrrolo[2,3-d]pyrimidin-4-one N1C=NC(C2=C1NC=C2)=O